ClC=1C=NC=C(C(=O)NC2[C@H]3CC(C[C@@H]23)(O)C2=C3C=NNC3=CC(=C2)Cl)C1 5-chloro-N-((1R,3r,5S,6r)-3-(6-chloro-1H-indazol-4-yl)-3-hydroxybicyclo[3.1.0]hexan-6-yl)nicotinamide